molybdenum pterin molybdenum [Mo].N1=C(N)NC(=O)C2=NC=CN=C12.[Mo]